N-(4'-Methoxy-[1,1'-biphenyl]-3-yl)-N-methyl-[1,2,4]triazolo[4,3-a]quinazolin-5-amine COC1=CC=C(C=C1)C1=CC(=CC=C1)N(C1=NC=2N(C3=CC=CC=C13)C=NN2)C